F[C@H]1CN(C[C@H]1NC1=NN2C(C(=N1)OC)=C(C=C2)C=2C=NC=1N(C2)C=CN1)C(=O)OC(C)(C)C tert-butyl (3S,4R)-3-fluoro-4-((5-(imidazo[1,2-a]pyrimidin-6-yl)-4-methoxypyrrolo[2,1-f][1,2,4]triazin-2-yl)amino)pyrrolidine-1-carboxylate